OC=1C=C2C3(C(N(C2=CC1)C1OCCCC1)=O)CC3 5'-hydroxy-1'-(oxan-2-yl)spiro[cyclopropane-1,3'-indol]-2'-one